C(C)(C)N1CCC(CC1)OC1=C(SC=C1)C(=O)N 3-((1-isopropylpiperidin-4-yl)oxy)thiophene-2-carboxamide